CN1CCC2(CCN(CC2)C(=O)OC=2C=CC=3C=CC4=CC=CC=C4C3C2)CC1 phenanthren-3-yl 9-methyl-3,9-diazaspiro[5.5]undecane-3-carboxylate